2-(4-cyclopropyl-6-methoxy-pyrimidin-5-yl)-4-[[5-fluoro-6-[1-methyl-4-(trifluoromethyl)imidazol-2-yl]-3-pyridyl]methoxy]-7H-pyrrolo[2,3-d]pyrimidine C1(CC1)C1=NC=NC(=C1C=1N=C(C2=C(N1)NC=C2)OCC=2C=NC(=C(C2)F)C=2N(C=C(N2)C(F)(F)F)C)OC